NC=1C=2N(C=CN1)C(=NC2C2=CC=C(C=C2)CNC(C2=C(C=CC(=C2)F)OC)=O)C21CCC(CC2)(C1)C(=O)O 4-(8-amino-1-(4-((5-fluoro-2-methoxybenzamido)methyl)phenyl)imidazo[1,5-a]pyrazin-3-yl)bicyclo[2.2.1]heptane-1-carboxylic acid